neopentyl glycol Caprylate C(CCCCCCC)(=O)OCC(C)(CO)C